C(#N)C1=C(C=CC=C1)SC=1C=2N(C=C(C1)C=1C=NC(=CC1)N1C[C@H]([C@H](C1)O)O)N=CC2C#N 4-((2-cyanophenyl)thio)-6-(6-((3R,4S)-3,4-dihydroxypyrrolidin-1-yl)pyridin-3-yl)pyrazolo[1,5-a]pyridine-3-carbonitrile